Cl.FC1=CC=C(C=C1)[C@H]1[C@@H](CNCC1)COC1=CC2=C(C=C1)OCO2 (-)-trans-4-(4-fluorophenyl)-3-[[3,4-(methylenedioxy)phenoxy]methyl]-piperidine hydrochloride